(Z)-3-(3-(3-(difluoromethyl)-5-(pentafluoro-sulfaneyl)phenyl)-1H-1,2,4-triazol-1-yl)-N'-(pyridin-2-yl)acrylohydrazide FC(C=1C=C(C=C(C1)S(F)(F)(F)(F)F)C1=NN(C=N1)\C=C/C(=O)NNC1=NC=CC=C1)F